NC1=NC2=C(N1C1(CC1)CCCCNC(OC(C)(C)C)=O)C(=CC=C2)C(N(C)C)=O tert-butyl (4-(1-(2-amino-7-(dimethylcarbamoyl)-1H-benzo[d]imidazol-1-yl)cyclopropyl)butyl)carbamate